4-methyl-3-(pyridin-3-ylethynyl)benzoic acid methyl ester COC(C1=CC(=C(C=C1)C)C#CC=1C=NC=CC1)=O